F[C@H]1CNCC1 (3R)-3-fluorotetrahydropyrrole